C(C(C)C)C1=CC=C(C=C1)[C@H](C(=O)O)C |r| (±)-2-(4-isobutyl-phenyl)propionic acid